C1=CC=CC=2C3=CC=CC=C3C(C12)COC(=O)NC1(CC(C1)(F)F)C(=O)O 1-(9H-fluoren-9-ylmethoxy-carbonylamino)-3,3-difluoro-cyclobutane-carboxylic acid